BrC1=CC=C(C(=N1)CN(C)C)C1CCOCC1 1-(6-bromo-3-(tetrahydro-2H-pyran-4-yl)pyridin-2-yl)-N,N-dimethylmethanamine